FC1(CCN(CC1)C1=CC(=C(C=C1F)NC(OCC1=CC=CC=C1)=O)OC[C@H]1O[C@H]1COC(C1=CC=CC=C1)(C1=CC=CC=C1)C1=CC=CC=C1)F benzyl (4-(4,4-difluoropiperidin-1-yl)-5-fluoro-2-(((2R,3S)-3-((trityloxy)methyl)oxiran-2-yl)methoxy)phenyl)carbamate